hypochlorite sodium [Na+].Cl[O-]